BrC=1C2=CC=CC=C2C=2C(=CC(=CC2C1)Cl)Cl 9-bromo-2,4-dichlorophenanthrene